Ethyl-(2S)-2-[4-bromo-2-(4-ethoxy-4,5-dihydroisoxazol-3-yl)phenoxy]-3-cyclopropylpropanoat C(C)OC([C@H](CC1CC1)OC1=C(C=C(C=C1)Br)C1=NOCC1OCC)=O